BrC=1C=NN(C1)CCN1CCOCC1 4-(2-(4-bromo-1H-pyrazol-1-yl)ethyl)morpholine